2-trifluoromethyl-1,1,1,2,3,3,3-heptafluoropropane FC(C(C(F)(F)F)(C(F)(F)F)F)(F)F